3-(3-bromo-4-fluorophenyl)-3-methylbutylhydrazine BrC=1C=C(C=CC1F)C(CCNN)(C)C